NC1C(CN(CC1)C1=NC=CC(=N1)C1=NC2=CC=NC=C2C=C1)(F)F 2-(2-(4-amino-3,3-difluoropiperidin-1-yl)pyrimidin-4-yl)-1,6-naphthyridin